COC1=NC=CC=C1\C=N\S(=O)C(C)(C)C (E)-N-((2-methoxypyridin-3-yl)methylene)-2-methylpropan-2-sulfinamide